OCC(C=C)SC1=C(C(=O)O)C=CC=C1 2-((1-hydroxybut-3-en-2-yl)thio)benzoic acid